Fluoropyridyl bromide FC=1C(=NC=CC1)Br